C(C)(C)(C)OC(=O)NC1(CC1)C1=CC=C2C(=N1)NC(=C2)C2=NC1=C(N2C)C(=CC(=C1)C(=O)OC)OC methyl 2-(6-(1-((tert-butoxycarbonyl)amino)cyclopropyl)-1H-pyrrolo[2,3-b]pyridin-2-yl)-7-methoxy-1-methyl-1H-benzo[d]imidazole-5-carboxylate